1,4-Bis(methacryloylthiomethyl)benzene C(C(=C)C)(=O)SCC1=CC=C(C=C1)CSC(C(=C)C)=O